(4-chlorophenyl)-1-(2-methyl-2-phenylpropyl)urea ClC1=CC=C(C=C1)N(C(=O)N)CC(C)(C1=CC=CC=C1)C